3-chloro-4-fluorophenyl-3-piperidin-4-yl-benzamide tert-butyl-1-oxa-4,9-diazaspiro[5.5]undecane-4-carboxylate C(C)(C)(C)OC(=O)N1CCOC2(C1)CCNCC2.ClC=2C=C(C=CC2F)C2=C(C(=O)N)C=CC=C2C2CCNCC2